palmitoyl myristyl serinate CCCCCCCCCCCCCCCC(=O)N[C@@H](CO)C(=O)OCCCCCCCCCCCCCC